CC=1N(C=CN1)C=1C=C(C(=O)OC)C=CC1[N+](=O)[O-] Methyl 3-(2-methylimidazol-1-yl)-4-nitro-benzoate